BrC=1C(=C(OC2CCC(CC2)CCCC=O)C=CC1)C(F)(F)F 4-((1r,4s)-4-(3-bromo-2-(trifluoromethyl)phenoxy)cyclohexyl)butanal